(5-(2-chloro-4-fluorobenzamido)-2-methylphenyl)boronic acid ClC1=C(C(=O)NC=2C=CC(=C(C2)B(O)O)C)C=CC(=C1)F